(3R)-3-({2-[6-(trifluoromethyl)pyridin-2-yl][1,2,4]triazolo[1,5-c]quinazolin-5-yl}amino)azepan FC(C1=CC=CC(=N1)C1=NN2C(=NC=3C=CC=CC3C2=N1)N[C@H]1CNCCCC1)(F)F